[Sn]=[Se].[Zn].[Cu] copper-zinc-tin-selenide